pentafluorophenylvaleric acid FC(C(C(C(=O)O)(C1=CC=CC=C1)F)(F)F)(C)F